F/C=C(\CN1C(C2=CC=CC=C2C1=O)=O)/CN1N=C2C(C(N(CC2)CC(C)(C)C)=O)=C1 (E)-2-(3-fluoro-2-((5-neopentyl-4-oxo-4,5,6,7-tetrahydro-2H-pyrazolo[4,3-c]pyridin-2-yl)methyl)allyl)isoindoline-1,3-dione